4-ethyl-1-phenylpentan-2-ol C(C)C(CC(CC1=CC=CC=C1)O)C